C1(CCC1)OC1=CC(=NC=C1)C(=O)N[C@@H]1C(N(C2=C(OC1)C=CC(=C2)C#CC(C)(C)O)C)=O (S)-4-cyclobutoxy-N-(7-(3-hydroxy-3-methylbut-1-yn-1-yl)-5-methyl-4-oxo-2,3,4,5-tetrahydrobenzo[b][1,4]oxazepin-3-yl)picolinamide